C(#N)[C@H](C[C@H]1C(NCC1)=O)NC(=O)[C@H]1N([C@H]2CC([C@@H]1CC2)(F)F)C([C@@](C)(C2=CC=CC=C2)O)=O (1R,3S,4R)-N-((S)-1-cyano-2-((S)-2-oxopyrrolidin-3-yl)ethyl)-5,5-difluoro-2-((R)-2-hydroxy-2-phenylpropanoyl)-2-azabicyclo[2.2.2]octane-3-carboxamide